CC1=CC=CC2=C1C(N(S2(=O)=O)C2C(NC(CC2)=O)=O)=O 3-(4-methyl-1,1,3-trioxo-1,2-benzothiazol-2-yl)piperidine-2,6-dione